(γ-methacryloxypropyl)tris(trimethylsiloxy)silane C(C(=C)C)(=O)OCCC[Si](O[Si](C)(C)C)(O[Si](C)(C)C)O[Si](C)(C)C